OC1=NC=CC=2C(N(C3CC(C(C21)C3)=O)C)=O 1-hydroxy-6-methyl-7,8-dihydro-7,10-methanopyrido[4,3-c]azocine-5,9(6H,10H)-dione